COC(=O)/C=C/C(=O)NC[C@@H](C(=O)[O-])[NH3+] N3-(4-methoxyfumaroyl)-L-2,3-diaminopropanoic acid